α-oxoglutaric acid O=C(C(=O)O)CCC(=O)O